(R)-6-hydroxychromane-3-carboxylic acid OC=1C=C2C[C@H](COC2=CC1)C(=O)O